butyl-picolinium C(CCC)[N+]1=C(C=CC=C1)C